N,N-dimethyl-2,4,6-trimethylanilinium tetrakis(pentafluoroPhenyl)borate methyl-5,9-dimethyl-2,4,8-decatrienoate COC(C=CC=C(CCC=C(C)C)C)=O.FC1=C(C(=C(C(=C1[B-](C1=C(C(=C(C(=C1F)F)F)F)F)(C1=C(C(=C(C(=C1F)F)F)F)F)C1=C(C(=C(C(=C1F)F)F)F)F)F)F)F)F.C[NH+](C1=C(C=C(C=C1C)C)C)C